3-(4-methylpiperazine-1-carbonyl)-7-oxabicyclo[2.2.1]heptane-2-carboxylic acid CN1CCN(CC1)C(=O)C1C(C2CCC1O2)C(=O)O